[Cu].[W].[Cu] copper-tungsten copper